FC1=CC=2C(=C3N(C2C=C1)CCOCC3)C(=O)NC3CC1COCC(C3)N1C(=O)OC(C)(C)C tert-butyl 7-(9-fluoro-1,2,4,5-tetrahydro-[1,4]oxazepino[4,5-a]indole-11-carboxamido)-3-oxa-9-azabicyclo[3.3.1]nonane-9-carboxylate